C1=CC=CC2=CC3=CC=CC=C3C(=C12)C(=O)O 9-anthraceneformic acid